C(C)(=O)ON=C(C1=C(C=C(C=C1)OC(COC)C)C)C=1C=CC=2N(C3=CC=C(C=C3C2C1)[N+](=O)[O-])CC (9-ethyl-6-nitro-9H-carbazol-3-yl)(4-((1-methoxypropane-2-yl)oxy)-2-methylphenyl)methanone O-acetyl oxime